CC1=C(OC2=C(C=C(C=C2C1=O)C)C(C)NC1=C(C(=O)O)C=CC=C1)C1=NN2C(C=NC=C2)=C1 2-((1-(3,6-dimethyl-4-oxo-2-(pyrazolo[1,5-a]pyrazin-2-yl)-4H-chromen-8-yl)ethyl)amino)benzoic acid